C(C1=CC=CC=C1)N1N=CC(=C1)C=1C(=CC(N(C1)C)=O)OCCC(=O)O 3-[5-(1-Benzyl-1H-pyrazol-4-yl)-1-methyl-2-oxo-1,2-dihydro-pyridin-4-yloxy]-propionic acid